Endo-4-(4-chlorobenzyl)-2-(4-methyl-3-(pyridazin-4-yl)-1H-pyrazol-5-yl)-2-azabicyclo[3.1.0]hexan-3-one ClC1=CC=C(CC2C(N(C3CC23)C2=C(C(=NN2)C2=CN=NC=C2)C)=O)C=C1